[N-](S(=O)(=O)C(F)(F)F)S(=O)(=O)C(F)(F)F.C[P+](CC(C)C)(C)C trimethyl-(isobutyl)phosphonium bis(trifluoromethanesulfonyl)imide